C(#N)C=1C(=NN2C1N=C(C(=C2N(C2CCOCC2)CC)C)C(=O)O)NC2=CC=CC=C2 3-cyano-7-(ethyl-(tetrahydro-2H-pyran-4-yl)amino)-6-methyl-2-(anilino)pyrazolo[1,5-a]Pyrimidine-5-carboxylic acid